ClC1=C(C=CC=C1)C(C(C(=O)NC1=CC=C(C=C1)C=1C(=[N+](C=CC1C)[O-])C)NC(=O)C1=CC=C2N1CCN(C2)C)C 3-(4-(3-(2-chlorophenyl)-2-(2-methyl-1,2,3,4-tetrahydropyrrolo[1,2-a]pyrazine-6-carboxamido)butanamido)phenyl)-2,4-dimethylpyridine 1-oxide